ClC1=CC=C2C(=N1)N(C=C2C=2C=C(C=CC2)O)COCC[Si](C)(C)C 3-(6-chloro-1-[[2-(trimethylsilyl)ethoxy]methyl]pyrrolo[2,3-b]pyridin-3-yl)phenol